8-({(3R)-1-[amino(1H-imidazol-4-yl)acetyl]pyrrolidin-3-yl}oxy)-4,4-dihydroxy-5-oxa-4-boranuidabicyclo[4.4.0]deca-1(6),7,9-triene-7-carboxylic acid NC(C(=O)N1C[C@@H](CC1)OC1=C(C=2O[B-](CCC2C=C1)(O)O)C(=O)O)C=1N=CNC1